NC1=NC=2C=NC(=CC2C2=C1[C@@H](OC2)C)C(=O)N2[C@@H](COC[C@@H]2C)C2=C(C=C(C=C2)OC(F)(F)F)F ((3S)-4-amino-3-methyl-1,3-dihydrofuro[3,4-c][1,7]naphthyridin-8-yl)((3R,5S)-3-(2-fluoro-4-(trifluoromethoxy)phenyl)-5-methyl-4-morpholinyl)methanone